1-(((trans)-4-methoxycyclohexyl)-5-vinyl-1H-benzo[d]imidazol-2-yl)piperidin-2-one CO[C@@H]1CC[C@H](CC1)N1C(=NC2=C1C=CC(=C2)C=C)N2C(CCCC2)=O